9-fluorenylmethyl carbonate C(OCC1C2=CC=CC=C2C=2C=CC=CC12)([O-])=O